(2S,5S)-3-(3-amino-5-fluorophenylethyl)-2-(1-(4-bromophenyl)-3-(4-fluorophenyl)-1H-pyrazol-4-yl)-5-methyloxazolidin-4-one NC=1C=C(C=C(C1)F)CCN1[C@@H](O[C@H](C1=O)C)C=1C(=NN(C1)C1=CC=C(C=C1)Br)C1=CC=C(C=C1)F